4-(5-chloro-2-(4-(trifluoromethyl)-1H-1,2,3-triazol-1-yl)phenyl)-5-methoxy-1-(1-phenyl-3-butyn-2-yl)pyridin-2(1H)-one ClC=1C=CC(=C(C1)C1=CC(N(C=C1OC)C(CC1=CC=CC=C1)C#C)=O)N1N=NC(=C1)C(F)(F)F